2-(2-(6-(3-Chloro-2-methyl-phenoxy)-5-fluoro-pyrimidin-4-yloxy)-phenyl)-2-methoxyimino-N-methyl-acetamide ClC=1C(=C(OC2=C(C(=NC=N2)OC2=C(C=CC=C2)C(C(=O)NC)=NOC)F)C=CC1)C